[N+](=O)([O-])C1=C2C(C(=O)N(C2=O)CCC)=CC=C1 3-nitro-N-propylphthalimide